O=C1NC(CCC1N1C(C2=CC=C(C=C2C1=O)C)=O)=O 2-(2,6-dioxopiperidin-3-yl)-5-methylisoindole-1,3-dione